FC1=C(C(=CC=C1)F)C1=C2C(=NC(=C1)C)ON=C2N2C(N1C(=C2)C([C@@H](C1)NS(=O)(=O)CC)(F)F)=O N-{(6R)-2-[4-(2,6-difluorophenyl)-6-methyl[1,2]oxazolo[5,4-b]pyridin-3-yl]-7,7-difluoro-3-oxo-2,5,6,7-tetrahydro-3H-pyrrolo[1,2-c]imidazol-6-yl}ethanesulfonamide